5-(2-((5-bromo-2,3-dihydro-1H-inden-2-yl)amino)pyrimidin-5-yl)-1,3,4-oxadiazole-2(3H)-on BrC=1C=C2CC(CC2=CC1)NC1=NC=C(C=N1)C1=NNC(O1)=O